1-(2-hydroxyethyl)-3-ethylimidazole chloride [Cl-].OCCN1CN(C=C1)CC